C(C)(C)(C)OCCC=CCCCC=CCCCCC 1-(t-butoxy)-3,8-tetradecadiene